5-[(4-{[(1S)-2-hydroxy-1-phenylethyl]amino}-5-[3-(morpholin-4-yl)-1,2,4-oxadiazol-5-yl]pyrimidin-2-yl)amino]-3,3-dimethyl-1,3-dihydro-2-benzofuran-1-one OC[C@H](C1=CC=CC=C1)NC1=NC(=NC=C1C1=NC(=NO1)N1CCOCC1)NC1=CC2=C(C(OC2(C)C)=O)C=C1